(R)-1-((S)-tetrahydro-2H-pyran-3-yl)-3-(o-tolyl)piperazine O1C[C@H](CCC1)N1C[C@H](NCC1)C1=C(C=CC=C1)C